4-chloro-N-(4,4-dimethylcyclohexyl)-1H-pyrrolo[2,3-b]pyridine-2-carboxamide ClC1=C2C(=NC=C1)NC(=C2)C(=O)NC2CCC(CC2)(C)C